FC1=C(C(=NC=C1)N)C=1C=NC=CC1 fluoro-[3,3'-bipyridine]-2-amine